ClC=1C(=NC(=NC1)NC=1C=C2C(=NNC2=CC1)C1=CC(=C(C=C1)OC)F)NC1=C(C=CC=C1)P(C)C (2-((5-chloro-2-((3-(3-fluoro-4-methoxyphenyl)-1H-indazol-5-yl)amino)pyrimidin-4-yl)amino)phenyl)dimethylphosphine